CC=1C(=CN(C(C1C)=O)CCC)C1=CC(=C(C(=C1)F)CC=O)F 2-(4-(4,5-dimethyl-6-oxo-1-propyl-1,6-dihydropyridin-3-yl)-2,6-difluorophenyl)acetaldehyde